3-(3-hydroxy-5-(1-hydroxy-3-(3-hydroxy-phenyl)propan-2-yl)phenyl)propan-ic acid OC=1C=C(C=C(C1)C(CO)CC1=CC(=CC=C1)O)CCC(=O)O